COC1=CC2=CC=C(C=C2C=C1)COC 2-methoxy-6-(methoxymethyl)naphthalene